1-(6-Vinyl-quinazolin-2-yl)-7-oxa-1-azaspiro[4.4]nonane C(=C)C=1C=C2C=NC(=NC2=CC1)N1CCCC12COCC2